ethyl thiophosphonate P(OCC)([O-])=S